1-[2-[3-(Difluoromethoxy)-5-methyl-pyrazol-1-yl]-6-[5-[(6-methylpyridazin-3-yl)amino]-6-(oxetan-3-ylmethyl)benzoimidazol-1-yl]-3-pyridinyl]ethanol FC(OC1=NN(C(=C1)C)C1=NC(=CC=C1C(C)O)N1C=NC2=C1C=C(C(=C2)NC=2N=NC(=CC2)C)CC2COC2)F